C1(CCCC1)N1N=CC=2C=NC(=CC21)NC2=NC(=CC(=N2)N2CCNCC2)N2CCCC2 1-cyclopentyl-N-(4-piperazin-1-yl-6-pyrrolidin-1-ylpyrimidin-2-yl)-1H-pyrazolo[4,3-c]pyridin-6-amine